FC=1C=C2C(C(=CN(C2=CC1N1[C@H](CCC1)COC1=NC=CC=C1)C1=NC(=CN=C1)O)C(=O)O)=O 6-fluoro-1-(6-hydroxypyrazin-2-yl)-4-oxo-7-[(2R)-2-[(pyridin-2-yloxy)methyl]pyrrolidin-1-yl]-1,4-dihydroquinoline-3-carboxylic acid